COC(=O)[C@H]1N(C[C@@H](C1)OC(C)OCC)C(=O)OCC1=CC=CC=C1 (2S,4R)-4-(1-ethoxyethoxy)pyrrolidine-1,2-dicarboxylic acid 1-benzyl ester 2-methyl ester